6-bromo-N-(4-(4-ethylpiperazin-1-yl)-3-methoxyphenyl)-[1,2,4]triazolo[1,5-a]pyrazin-8-amine BrC=1N=C(C=2N(C1)N=CN2)NC2=CC(=C(C=C2)N2CCN(CC2)CC)OC